1-Methyl-cyclooctanol CC1(CCCCCCC1)O